1-(4-(9-carbazolyl)phenyl)-2-(9-anthracenyl)acetylene C1=CC=CC=2C3=CC=CC=C3N(C12)C1=CC=C(C=C1)C#CC=1C2=CC=CC=C2C=C2C=CC=CC12